3,3-dimethylbutane isothiocyanate [N-]=C=S.CC(CC)(C)C